2-(3-azabicyclo[4.1.0]heptan-6-yl)-5-(8,9-dihydro-7H-cyclopenta[c][1,2,4]triazolo[1,5-a]pyridin-6-yl)-4-isopropyl-3-methyl-6H-thieno[2,3-b]pyrrole C12CNCCC2(C1)C1=C(C2=C(NC(=C2C(C)C)C=2C3=C(C=4N(C2)N=CN4)CCC3)S1)C